(2Z)-N,N-bis(3-hydroxypropyl)-4-[(6-methyl-6-aza-3-oxahept-1-yl)amino]-4-oxobut-2-enamide OCCCN(C(\C=C/C(=O)NCCOCCN(C)C)=O)CCCO